C(C)(=O)OCOC(CCN1C(N(C(C1(C)C)=O)C=1C=NC(=C(C1)C(F)(F)F)C#N)=S)=O 3-[3-[6-cyano-5-(trifluoromethyl)pyridin-3-yl]-5,5-dimethyl-4-oxo-2-thioxo-imidazolidin-1-yl]propionic acid acetoxymethyl ester